FC1(CCC2=C1N=C(N=C2C2=CC1=C([C@@H](CO1)NC(OC)=O)C=C2)N2[C@H]([C@@H](C2)O)C)F Methyl N-[(3S)-6-[7,7-difluoro-2-[(2S,3R)-3-hydroxy-2-methyl-azetidin-1-yl]-5,6-dihydrocyclopenta[d]pyrimidin-4-yl]-2,3-dihydrobenzofuran-3-yl]carbamate